1-(4-amino-2-fluorophenyl)cyclobutane-1-carboxylic acid methyl ester COC(=O)C1(CCC1)C1=C(C=C(C=C1)N)F